FC1(C(CN(CC1)C)NC(=O)C1=C(OC2=C1C=C(C=C2)OCC=2C(=NC=CC2)C(F)(F)F)C)F N-(4,4-difluoro-1-methylpiperidin-3-yl)-2-methyl-5-((2-(trifluoromethyl)pyridin-3-yl)-methoxy)benzofuran-3-carboxamide